C1(CC1)NC1=CC(=NC=2N1N=CC2C#N)NC2=CC(=C(C=C2)N(C)C)C[S@](=O)C |r| (±)-7-(Cyclopropylamino)-5-((4-(dimethylamino)-3-((methylsulfinyl)methyl)phenyl)amino)pyrazolo[1,5-a]pyrimidin-3-carbonitril